C(C)(=O)[O-].C(C)(=O)[O-].C[Sn+2]C dimethyl-tin diacetate